C(C)NC(=O)C1=C(OC2=C1C(=C(C=C2)OC)C(=O)N2CCCCC2)C2=CC=CC=C2 N-Ethyl-5-methoxy-2-phenyl-4-(piperidine-1-carbonyl)benzofuran-3-carboxamide